(5-((4-bromobenzyl)oxy)-4-oxo-4H-chromene-2-carbonylamino)-D-tryptophan BrC1=CC=C(COC2=C3C(C=C(OC3=CC=C2)C(=O)NN[C@H](CC2=CNC3=CC=CC=C23)C(=O)O)=O)C=C1